(2R,6S)-N-{2-benzyl-2-azaspiro[3.3]heptan-6-yl}-4-(5-chloropyrazin-2-yl)-2,6-dimethylpiperazine-1-carboxamide C(C1=CC=CC=C1)N1CC2(C1)CC(C2)NC(=O)N2[C@@H](CN(C[C@@H]2C)C2=NC=C(N=C2)Cl)C